[6-[(3-cyclopropyl-5-methyl-isoxazol-4-yl)methyl]-2,6-diazaspiro[3.3]heptan-2-yl]-[6-(3-cyclopropyl-1H-1,2,4-triazol-5-yl)-2-azaspiro[3.3]heptan-2-yl]methanone C1(CC1)C1=NOC(=C1CN1CC2(CN(C2)C(=O)N2CC3(C2)CC(C3)C3=NC(=NN3)C3CC3)C1)C